FC=1C=CC(=NC1)C1=NN2C(COC(C2([2H])[2H])(C)C)=C1C1=C2C(=NC=C1)NN=C2 2-(5-Fluoropyridin-2-yl)-6,6-dimethyl-3-(1H-pyrazolo[3,4-b]pyridin-4-yl)-6,7-dihydro-4H-pyrazolo[5,1-c][1,4]oxazine-7,7-d2